BrC=1C=C(C(N(C1)C)=O)C=O 5-bromo-1-methyl-2-oxo-1,2-dihydropyridine-3-carbaldehyde